FC1=C(C(=CC=C1)F)C1=NC=2N(C(=N1)NC=1C=NN(C1)C1CCN(CC1)CCF)N=CC2 2-(2,6-difluorophenyl)-N-(1-(1-(2-fluoroethyl)piperidin-4-yl)-1H-pyrazol-4-yl)pyrazolo[1,5-a][1,3,5]triazin-4-amine